(S)-4-(2-chloro-4-(4-(methylsulfonyl)-2-phenylpiperazin-1-yl)quinazolin-6-yl)-3,5-dimethylisoxazole ClC1=NC2=CC=C(C=C2C(=N1)N1[C@H](CN(CC1)S(=O)(=O)C)C1=CC=CC=C1)C=1C(=NOC1C)C